N1(C=NC=C1)C1C(=C(C(CC1)(C)C)/C=C/C(=C/C=C/C(=C\C(=O)NC1=CC=C(C(=O)O)C=C1)/C)/C)C 4-((2Z,4E,6E,8E)-9-(3-(1H-imidazol-1-yl)-2,6,6-trimethylcyclohex-1-en-1-yl)-3,7-dimethylnona-2,4,6,8-tetraenamido)benzoic acid